Diethyl (4-(difluoromethyl)benzyl)phosphonate FC(C1=CC=C(CP(OCC)(OCC)=O)C=C1)F